COC(C(=C)NC(C(=C)NC(=O)C=1N=C(SC1)C1=CC=C(C=C1)OCCOC)=O)=O.BrC1=CC=C(OC2=NC=CC=N2)C=C1 (4-bromophenoxy)pyrimidine Methyl-2-(2-(2-(4-(2-methoxyethoxy)phenyl)thiazole-4-carboxamido)acrylamido)acrylate